tert-butyl N-[5-[[3-[6-[(6-fluoro-2-pyridyl)sulfonylamino]-3-[3-(3,3,3-trifluoro-2,2-dimethyl-propoxy)pyrazol-1-yl]pyrazin-2-yl]-2-pyridyl]amino]pentyl]carbamate FC1=CC=CC(=N1)S(=O)(=O)NC1=CN=C(C(=N1)C=1C(=NC=CC1)NCCCCCNC(OC(C)(C)C)=O)N1N=C(C=C1)OCC(C(F)(F)F)(C)C